NC1=NC=C(C2=C1C=NN2COCC[Si](C)(C)C)NC(C(N2[C@H](CC[C@@H](C2)C)C2=CC=C1C=CC=NC1=C2)=O)=O N-[4-amino-1-(2-trimethylsilylethoxymethyl)pyrazolo[4,3-c]pyridin-7-yl]-2-oxo-2-[(2R,5S)-5-methyl-2-(7-quinolyl)-1-piperidyl]acetamide